(1R,2R)-N-[7-chloro-6-[4-((3S,4S)-4-hydroxy-3-methyl-tetrahydrofuran-3-yl)piperazin-1-yl]-3-isoquinolyl]-2-tetrahydropyran-4-yl-cyclopropanecarboxamide ClC1=C(C=C2C=C(N=CC2=C1)NC(=O)[C@H]1[C@H](C1)C1CCOCC1)N1CCN(CC1)[C@]1(COC[C@H]1O)C